C(C)OC(=O)N1C=CC2=C(C=C(C=C12)[C@@H](C)NC1=NC(=NC2=CC=C(C=C12)Br)C)C(F)F (R)-6-(1-((6-bromo-2-methylquinazolin-4-yl)amino)ethyl)-4-(difluoromethyl)-1H-indole-1-carboxylic acid ethyl ester